C(C)O[Si](CCCN(C([O-])=O)CC(C)O)(OCC)OCC N-(3-triethoxysilyl-propyl)-2-hydroxypropylcarbamate